FCl.[W] tungsten fluorochloride